2-bromo-6-(bromomethyl)naphthalene BrC1=CC2=CC=C(C=C2C=C1)CBr